7-ethyl-2-(5-hydroxypentyl)-8-(naphthalen-1-ylmethyl)-6-oxo-9-(3-(trifluoromethyl)phenyl)-3,4-dihydro-2H,6H-pyrido[1,2-e][1,2,5]thiadiazine-4-carboxylic acid 1,1-dioxide C(C)C1=C(C(=C2N(C(CN(S2(=O)=O)CCCCCO)C(=O)O)C1=O)C1=CC(=CC=C1)C(F)(F)F)CC1=CC=CC2=CC=CC=C12